The molecule is a linear amino trisaccharide comprising an alpha-N-acetylneuraminyl residue (2->3)-linked to a beta-D-galactosyl residue, which is in turn linked (1->3) to N-acetyl-D-galactosamine. It has a role as an epitope. It is an amino trisaccharide and a galactosamine oligosaccharide. CC(=O)N[C@@H]1[C@H](C[C@@](O[C@H]1[C@@H]([C@@H](CO)O)O)(C(=O)O)O[C@H]2[C@H]([C@H](O[C@H]([C@@H]2O)O[C@H]3[C@H]([C@H](OC([C@@H]3NC(=O)C)O)CO)O)CO)O)O